4-(4-amino-2-methylphenyl)-5-cyclopropyl-3-(4-((2-fluoro-2-methylpropyl)carbamoyl)-3-methoxyphenyl)-1H-pyrrole-2-carboxamide NC1=CC(=C(C=C1)C=1C(=C(NC1C1CC1)C(=O)N)C1=CC(=C(C=C1)C(NCC(C)(C)F)=O)OC)C